N-(4-pyrimidin-4-ylphenyl)-3-[6-(trifluoromethoxy)-1H-benzo[d]imidazol-2-yl]aniline N1=CN=C(C=C1)C1=CC=C(C=C1)NC1=CC(=CC=C1)C1=NC2=C(N1)C=C(C=C2)OC(F)(F)F